NC1=NNC2=NC=C(C=C21)C2=CC=C(CNC(OC(C)(C)C)=O)C=C2 tert-Butyl 4-(3-amino-1H-pyrazolo[3,4-b]pyridin-5-yl)benzylcarbamate